OC=1C(=CC(=C2C=CC=NC12)[N+](=O)[O-])C(CCC1=CC=CC=C1)NC(CCCC)=O N-[1-(8-hydroxy-5-nitroquinolin-7-yl)-3-phenylpropyl]pentanamide